2-(4'-(9-phenyl-9H-carbazole-2-yl)-[1,1'-biphenyl]-4-yl)-9H-xanthene C1(=CC=CC=C1)N1C2=CC=CC=C2C=2C=CC(=CC12)C1=CC=C(C=C1)C1=CC=C(C=C1)C1=CC=2CC3=CC=CC=C3OC2C=C1